OC(=O)C(F)(F)F.FC=1C=C(CN(CCN2C3CC(CC2CC3)C=3C=C(C(=O)N)C=CC3)C(CO)=O)C=CC1 3-endo-(8-{2-[(3-fluorobenzyl)-(2-hydroxyacetyl)amino]ethyl}-8-azabicyclo[3.2.1]oct-3-yl)-benzamide TFA salt